FC1([C@H](C1)C(=O)NC1=NC=NC(=C1)C=1C(=NN(C1)C)NC=1C=NC(=CC1C)C(CC)=O)F (1R)-2,2-difluoro-N-(6-{1-methyl-3-[(4-methyl-6-propanoylpyridin-3-yl)amino]pyrazol-4-yl}pyrimidin-4-yl)cyclopropane-1-carboxamide